N1CN=CCC1 1,2,5,6-TETRAHYDRO-PYRIMIDINE